C1=CC=CC=2C3=CC=CC=C3N(C12)C1=CC=CC2=C1C1=C(O2)C=C(C=C1)NC1=CC=CC=C1 9-(9H-carbazol-9-yl)-N-phenyldibenzo[b,d]furan-3-amine